BrC=1C(=C(OCCC(C(O)C2=CC=C(C=C2)F)F)C(=CC1)F)F 4-(3-bromo-2,6-difluorophenoxy)-2-fluoro-1-(4-fluorophenyl)butan-1-ol